DL-α-Amino-2-thiopheneacetic acid C1=CSC(=C1)C(C(=O)O)N